4-(N-(2-chlorophenyl)sulfamoyl)-N-(3-cyanophenyl)benzamide ClC1=C(C=CC=C1)NS(=O)(=O)C1=CC=C(C(=O)NC2=CC(=CC=C2)C#N)C=C1